NC=1C=CC(=NC1OC([2H])([2H])[2H])C(=O)NS(=O)(=O)C 5-amino-6-(methoxy-d3)-N-(methylsulfonyl)pyridine-2-carboxamide